CN1CCCC1(C)C 1,5,5-trimethylpyrrolidine